C(C)N(C(CC1=C(C=CC=C1)O)=O)CC N,N-diethyl-2-hydroxyphenylacetamide